2-acetyl-propylamine C(C)(=O)C(CN)C